8-methoxy-7-oxo-7H,8H-pyrido[2,3-d]Pyrimidine-6-carboxylic acid ethyl ester C(C)OC(=O)C1=CC2=C(N=CN=C2)N(C1=O)OC